FC(C(C)(C)O)(F)C=1C(=C(C=CC1)[C@@H](C)NC1=NC(=NC2=CC3=C(C=C12)N(C(C(O3)C)=O)C)C)F 4-(((R)-1-(3-(1,1-difluoro-2-hydroxy-2-methylpropyl)-2-fluorophenyl)ethyl)amino)-2,6,8-trimethyl-6H-[1,4]oxazino[3,2-g]quinazolin-7(8H)-one